3-bromo-2-({8-fluoro-5-[(2S)-2-methylazetidin-1-yl]-2-(methylsulfanyl)pyrido[4,3-d]pyrimidin-7-yl}oxy)benzaldehyde BrC=1C(=C(C=O)C=CC1)OC1=C(C=2N=C(N=CC2C(=N1)N1[C@H](CC1)C)SC)F